3-methoxypropanamide COCCC(=O)N